C(C(C)C)CCCCC(C(C([C@@H](C(=O)O)C)(CCCC)CCCC)(CCCC)CCCC)C (S)-(+)-2-(4-Isobutylbutylbutylbutylbutylbutylbutyl)propionic acid